C(C)(=O)OCCC(=O)O 3-(acetoxy)propionic acid